BrC=1C=C2C(=NC1)C=NN2C2CC2 6-bromo-1-cyclopropyl-1H-pyrazolo[4,3-b]pyridine